2-(((4-bromo-3-fluoro-5-methoxyphenyl)amino)methylene)malonic acid BrC1=C(C=C(C=C1OC)NC=C(C(=O)O)C(=O)O)F